methyl (R/S)-lactate C([C@H](O)C)(=O)OC |r|